[Na].C(CCCCCCCCCCC)OS(=O)(=O)C1=CC=CC=C1.[Na] sodium dodecylbenzenesulfonate Sodium